(3S)-5,6-dichloro-1'-(4-hydroxypyrrolidine-3-carbonyl)-1H-spiro[indole-3,3'-pyrrolidin]-2-one ClC=1C=C2C(=CC1Cl)NC([C@]21CN(CC1)C(=O)C1CNCC1O)=O